2-{2-ethyl-5,8-dioxo-6-[(2S)-tetrahydrofuran-2-ylmethyl]-5,6,7,8-tetrahydro-4H-pyrazolo[1,5-a]pyrrolo[3,4-d]pyrimidin-4-yl}-N-(5-fluoropyridin-2-yl)acetamide C(C)C1=NN2C(N(C3=C(C2=O)CN(C3=O)C[C@H]3OCCC3)CC(=O)NC3=NC=C(C=C3)F)=C1